F[C@@H]1[C@@H](C1)C(=O)NC1=CC=C2C(=N1)N(C=C2C=2C(=NC=1N(C2)C=CN1)OC)COCC[Si](C)(C)C (1S,2S)-2-fluoro-N-(3-(7-methoxyimidazo[1,2-a]pyrimidin-6-yl)-1-((2-(trimethylsilyl)ethoxy)methyl)-1H-pyrrolo[2,3-b]pyridin-6-yl)cyclopropane-1-carboxamide